N-(4-(4-morpholino-7H-pyrrolo[2,3-d]pyrimidin-6-yl)phenyl)picolinamide O1CCN(CC1)C=1C2=C(N=CN1)NC(=C2)C2=CC=C(C=C2)NC(C2=NC=CC=C2)=O